COC1=CC=C2C=CC=C(C2=C1)CCNC(C)=O N-[2-(7-methoxynaphthalen-1-yl)ethyl]acetamide